NC1=NC(=NC(=C1)C)N(CCCCC1CN(CCC1)C1=C(C(=O)O)C=CC(=C1)Br)CC1=CC=C(C=C1)OC 2-(3-(4-((4-amino-6-methylpyrimidin-2-yl)(4-methoxybenzyl)amino)butyl)piperidin-1-yl)-4-bromobenzoic acid